benzyl (S)-2-(cyanomethyl)-4-(5-formyl-3-methylpyridin-2-yl)piperazine-1-carboxylate C(#N)C[C@@H]1N(CCN(C1)C1=NC=C(C=C1C)C=O)C(=O)OCC1=CC=CC=C1